C(C1=CN=CC=C1)(=O)OCCNC(CC[P+](C1=CC=CC=C1)(C1=CC=CC=C1)C1=CC=CC=C1)=O (3-((2-(Nicotinoyloxy)ethyl)amino)-3-oxopropyl)triphenylphosphonium